Ethyl 5-(hydroxyiminomethyl)-1-(2-trimethylsilylethoxymethyl)pyrazole-4-carboxylate ON=CC1=C(C=NN1COCC[Si](C)(C)C)C(=O)OCC